tert-butyl (S)-2-((((9H-fluoren-9-yl)methoxy)carbonyl)amino)-3-(6-cyano-5-methylpyridin-3-yl)propanoate C1=CC=CC=2C3=CC=CC=C3C(C12)COC(=O)N[C@H](C(=O)OC(C)(C)C)CC=1C=NC(=C(C1)C)C#N